N-[3-chloro-4-(4-methylsulfonylpiperazine-1-carbonyl)phenyl]-5-(2,3-difluoro-4-methoxy-phenyl)-1-methyl-imidazole-2-carboxamide ClC=1C=C(C=CC1C(=O)N1CCN(CC1)S(=O)(=O)C)NC(=O)C=1N(C(=CN1)C1=C(C(=C(C=C1)OC)F)F)C